6-(6-Methylpyridin-2-yl)-5-(4-(methylsulfinyl)phenyl)-2,3-dihydro-1H-imidazo[1,2-a]imidazole CC1=CC=CC(=N1)C=1N=C2N(CCN2)C1C1=CC=C(C=C1)S(=O)C